N-(pyrazin-2-ylmethyl)-8-(4-(trifluoromethyl)cyclohex-1-en-1-yl)quinoline-3-carboxamide N1=C(C=NC=C1)CNC(=O)C=1C=NC2=C(C=CC=C2C1)C1=CCC(CC1)C(F)(F)F